[Ga].O=[O+][O-] ozone Gallium